10-acryloxydecyl-triethoxysilane C(C=C)(=O)OCCCCCCCCCC[Si](OCC)(OCC)OCC